CC=1C(=C(C=C(C1)C)O)C=1N=NC(=CC1)N1[C@H]2[C@@H](OCC1)CCNC2 |r| 3,5-dimethyl-2-[6-[rac-(4aR,8aS)-2,3,4a,5,6,7,8,8a-octahydropyrido[4,3-b][1,4]oxazin-4-yl]pyridazin-3-yl]phenol